1,2,4-triazolin-5-one N1=NCNC1=O